1-Bromo-2-isopropoxy-benzene BrC1=C(C=CC=C1)OC(C)C